[N+](=[N-])=CC(CCC(F)(F)F)=O 1-Diazo-5,5,5-trifluoropentan-2-one